FC(C1=CC=C(C=C1)NC1CCN(CC1)CCCC=1NC(C=2C=CC=NC2C1)=O)(F)F 7-(3-(4-((4-(trifluoromethyl)phenyl)amino)piperidin-1-yl)propyl)-1,6-naphthyridin-5(6H)-one